CC(C\C=N\C(C1=CC=CC=C1)(C1=CC=CC=C1)C1=CC=CC=C1)C (E)-3-methyl-N-tritylbutan-1-imine